Tert-butyl N-[10-[[2-(2,6-dioxo-3-piperidyl)-1,3-dioxo-isoindolin-5-yl]amino]decyl]carbamate O=C1NC(CCC1N1C(C2=CC=C(C=C2C1=O)NCCCCCCCCCCNC(OC(C)(C)C)=O)=O)=O